C(C1=CC=CC=C1)O[C@]1(C2=NN=C(C3=C(C=C(C(C(CCC(CCC1)=O)(F)F)=N3)C(F)(F)F)NC(OC(C)(C)C)=O)O2)C(F)(F)F tert-butyl N-[(6R)-6-benzyloxy-13,13-difluoro-10-oxo-6,15-bis(trifluoromethyl)-19-oxa-3,4,18-triazatricyclo[12.3.1.12,5]nonadeca-1(17),2,4,14(18),15-pentaen-17-yl]carbamate